C1(=CC=CC=C1)C1=CC=C(C=C1)C1=NC=NC(=N1)C1=CC=C(C=C1)C1=CC=CC=C1 4,6-bis(4-phenylphenyl)-1,3,5-triazine